1-((R)-(2-((R)-1-Amino-2-((1,1,1-trifluoro-2-methylpropan-2-yl)oxy)ethyl)-1H-benzo[d]imidazol-5-yl)(cyclopropyl)methyl)-5,5-difluorotetrahydropyrimidin-2(1H)-one N[C@@H](COC(C(F)(F)F)(C)C)C1=NC2=C(N1)C=CC(=C2)[C@H](N2C(NCC(C2)(F)F)=O)C2CC2